O1CC(C1)COC1=CC(=NC=2C3(CCCC12)COCC3)C3=CNC1=CN=C(C=C13)NC(C)=O N-(3-(4'-(oxetan-3-ylmethoxy)-4,5,6',7'-tetrahydro-2H,5'H-spiro[furan-3,8'-quinolin]-2'-yl)-1H-pyrrolo[2,3-c]pyridin-5-yl)acetamide